(3S)-3-(4'-chloro-4-fluoro-2',5,6'-trimethylbiphenyl-3-yl)-3-(2-(5-(2-(dimethylamino)ethyl)-4-methyl-2-oxopyridin-1(2H)-yl)-4-methylpentanamido)propanoic acid ClC1=CC(=C(C(=C1)C)C1=CC(=C(C(=C1)C)F)[C@H](CC(=O)O)NC(C(CC(C)C)N1C(C=C(C(=C1)CCN(C)C)C)=O)=O)C